BrC=1C=C2C=NC(=NC2=CC1)N[C@H]1C[C@@H](CC1)C(=O)NC (1R,3R)-3-[(6-bromoquinazolin-2-yl)amino]-N-methylcyclopentane-1-carboxamide